di-normal butyl adipate C(CCCCC(=O)OCCCC)(=O)OCCCC